phenyltrimethylammonium 2-ethylhexanoate C(C)C(C(=O)[O-])CCCC.C1(=CC=CC=C1)[N+](C)(C)C